CC1[C@](O[C@H]([C@@H]([C@H]1O)NC(=O)OC(C)(C)C)[C@@H]([C@@H](CN=[N+]=[N-])O)O)(C(=O)OCCOCCOCCOCCOCCOCCO)SC1=CC=C(C=C1)C hexaethyleneglycol methyl-(2R,4S,5R,6R)-6-((1R,2R)-3-azido-1,2-dihydroxypropyl)-5-((tert-butoxycarbonyl)amino)-4-hydroxy-2-(p-tolylthio)tetrahydro-2H-pyran-2-carboxylate